O.O.[Na].S1(=O)(=O)NC(=O)C2=CC=CC=C12 Saccharin Sodium Salt Dihydrate